potassium trifluoro(4-fluorobenzyl)borate [B-](CC1=CC=C(C=C1)F)(F)(F)F.[K+]